9-(4-chloro-2-fluorophenyl)-7-[(2S)-2-(1-cyclopropylpyrazol-4-yl)morpholin-4-yl]-2,3-dimethylpyrimido[1,2-b]pyridazin-4-one formate C(=O)O.ClC1=CC(=C(C=C1)C=1C=2N(N=C(C1)N1C[C@@H](OCC1)C=1C=NN(C1)C1CC1)C(C(=C(N2)C)C)=O)F